CC=1C(=NC=C(N1)C1=CNC=2C1=NC=CC2)OC2CN(CC2)C(C)=O 1-(3-((3-methyl-5-(1H-pyrrolo[3,2-b]pyridin-3-yl)pyrazin-2-yl)oxy)pyrrolidin-1-yl)ethan-1-one